4,4,5,5-tetramethyl-2-(2H-spiro[benzofuran-3,1'-cyclopropane]-5-yl)-1,3,2-dioxaborolane CC1(OB(OC1(C)C)C=1C=CC2=C(C1)C1(CC1)CO2)C